5-ethyloxyl-2-ethoxycarbonyl-oxazole C(C)OC1=CN=C(O1)C(=O)OCC